C1(CC1)CC1=C(C(=NN1C=1SC=C(N1)C(=O)O)C1=CC(=CC=C1)C#CC=1SC(=CC1)C(F)(F)F)CC1=CC(=C(C=C1)S(N)(=O)=O)F 2-(5-(cyclopropylmethyl)-4-(3-fluoro-4-sulfamoylbenzyl)-3-(3-((5-(trifluoromethyl)thiophen-2-yl)ethynyl)phenyl)-1H-pyrazol-1-yl)thiazole-4-carboxylic acid